C(C)C1=C(N=C(C(=N1)C(=O)N)NC1=CC(=CC=C1)CCNC(C(C)(NC)C)=O)C ethyl-5-methyl-3-((3-(2-(2-methyl-2-(methylamino)propanamido)ethyl)phenyl)amino)pyrazine-2-carboxamide